Dimethyl 4-(7-cyanobenzo[b]thiophen-3-yl)-2-cyclopropyl-6-methyl-1,4-dihydropyridin-3,5-dicarboxylat C(#N)C1=CC=CC2=C1SC=C2C2C(=C(NC(=C2C(=O)OC)C)C2CC2)C(=O)OC